3-(cis-3-((5,6,7,8-tetrahydro-1,8-naphthyridin-2-yl)methyl)cyclobutane-1-carboxamido)propanoic acid N1=C(C=CC=2CCCNC12)C[C@H]1C[C@H](C1)C(=O)NCCC(=O)O